ClC=1C=C(C=C(C1)C=1N(N=C2C(N(CCC21)C(C2=C(C(=CC(=C2)F)OCC2CNC(C2)=O)Cl)=O)C)C)C2(CC2)C(=O)N 1-[3-chloro-5-[6-[2-chloro-5-fluoro-3-[(5-oxopyrrolidin-3-yl)methoxy]benzoyl]-2,7-dimethyl-5,7-dihydro-4H-pyrazolo[3,4-c]pyridin-3-yl]phenyl]cyclopropanecarboxamide